FC=1C=C(C=CC1)NC(=O)C1NC(OC1)=O N-(3-fluorophenyl)-2-oxooxazolidine-4-carboxamide